4-(2-amino-7-chloro-4-quinolinyl)-N-[(3S)-2,3,4,5-tetrahydro-1-methyl-2-oxo-1H-1-benzazepin-3-yl]-1-piperazinecarboxamide NC1=NC2=CC(=CC=C2C(=C1)N1CCN(CC1)C(=O)N[C@@H]1C(N(C2=C(CC1)C=CC=C2)C)=O)Cl